C12CN(CC(N1)C2)C=2C=C1CN(C(C1=C(C2)F)=O)C2CNCCC2 3-(5-(3,6-diazabicyclo[3.1.1]heptane-3-yl)-7-fluoro-1-oxoisoindoline-2-yl)piperidine